2-diphenylphosphino-2',6'-bis(N,N-dimethylamino)biphenyl C1(=CC=CC=C1)P(C1=C(C=CC=C1)C1=C(C=CC=C1N(C)C)N(C)C)C1=CC=CC=C1